1-{6-chloro-4-methoxy-2-[(4-methoxyphenyl)methoxy]pyridin-3-yl}ethane-1-one ClC1=CC(=C(C(=N1)OCC1=CC=C(C=C1)OC)C(C)=O)OC